O=C1N(CCCC1)CCOC(C)=O acetic acid 2-(2-oxo-piperidin-1-yl)-ethyl ester